O1NNN=C1 dihydrooxatriazole